P(=O)(O)(O)O.FC=1C=C(C=CC1C=1C=NC(=CC1)C=1N=NN(N1)CCC)N1C(O[C@H](C1)C(F)O)=O (R)-3-(3-fluoro-4-(6-(2-propyl-2H-tetrazol-5-yl)pyridin-3-yl)phenyl)-5-(hydroxyfluoromethyl)oxazolidin-2-one phosphate